CC(CCC(=O)OC(C(=O)[O-])CCCC)C 4-methylpentanoyloxycaproate